1-fluoro-3-(m-methoxybenzenesulfonyl)-2-(trifluoromethyl)benzene FC1=C(C(=CC=C1)S(=O)(=O)C1=CC(=CC=C1)OC)C(F)(F)F